methyl 9-benzyl-7,7-difluoro-9-azabicyclo[3.3.1]nonane-3-carboxylate Methyl-9-benzyl-3-oxo-9-azabicyclo[3.3.1]nonane-7-carboxylate COC(=O)C1CC2CC(CC(C1)N2CC2=CC=CC=C2)=O.C(C2=CC=CC=C2)N2C1CC(CC2CC(C1)(F)F)C(=O)OC